C(C)OC=1C=CC(=NC1)CN1C(O[C@]2(C1)C[C@@](CCC2)(C)CN2C=NC1=C2C=C(C=C1)C#N)=O 1-(((5S,7S)-3-((5-ethoxypyridin-2-yl)methyl)-7-methyl-2-oxo-1-oxa-3-azaspiro[4.5]decane-7-yl)methyl)-1H-benzo[d]imidazole-6-carbonitrile